FC1(CNC1)C(=O)NC1=CC=2C(C=3N=C(N=CC3C2C=C1)C(F)(F)F)=O 3-fluoro-N-(9-oxo-2-(trifluoromethyl)-9H-indeno[2,1-d]pyrimidin-7-yl)azetidine-3-carboxamide